NC1=CC2=C(NC=N2)C=C1 5-amino-1H-benzo[d]imidazol